Cl.ClC1=CC2=C(N=N1)N(C=C2)CC2(CCNCC2)O 4-({3-chloro-7H-pyrrolo[2,3-c]pyridazin-7-yl}methyl)piperidin-4-ol hydrochloride